1-(8-((2,3-dichlorophenyl)thio)imidazo[1,2-c]pyrimidin-5-yl)-4-ethylpiperidin-4-amine ClC1=C(C=CC=C1Cl)SC=1C=2N(C(=NC1)N1CCC(CC1)(N)CC)C=CN2